4-CYANO-3-METHOXYPHENYLBORONIC ACID C(#N)C1=C(C=C(C=C1)B(O)O)OC